O=C1NC(CCC1N1C(C2=CC=C(C=C2C1=O)NCCCCCC(=O)N1CCC(CC1)N1CCN(CC1)C)=O)=O (2,6-Dioxopiperidin-3-yl)-5-((6-(4-(4-methylpiperazin-1-yl)piperidin-1-yl)-6-oxohexyl)amino)isoindoline-1,3-dione